C1=CC(=CC=2OC3=C(C21)C=CC=C3)NC3=CC=CC=C3 N-(dibenzofuran-3-yl)-N-phenylamine